p-Hydroxycinnamyl ferulate (p-coumaryl ferulate) C(\C=C\C1=CC=C(C=C1)O)/C(/C(=O)O)=C\C1=CC(OC)=C(O)C=C1.C(\C=C\C1=CC(OC)=C(O)C=C1)(=O)OCC=CC1=CC=C(C=C1)O